N-(4,5-dimethylisoxazol-3-yl)-2-(4-formyl-1H-indol-1-yl)-N-(methoxymethyl)benzenesulfonamide CC=1C(=NOC1C)N(S(=O)(=O)C1=C(C=CC=C1)N1C=CC2=C(C=CC=C12)C=O)COC